[1,3]Dioxan-4-ol O1COC(CC1)O